BrC=1C=NC(=NC1)OC1=C(C=CC=C1)C1=NC(=NC=C1)C(F)(F)F 4-[2-[(5-bromo-2-pyrimidinyl)oxy]phenyl]-2-(trifluoromethyl)pyrimidine